(S)-4-((3-amino-4,4-difluoropiperidin-1-yl)methyl)-N-(4-(4-(4,4-difluoropiperidin-1-yl)-7H-pyrrolo[2,3-d]pyrimidin-6-yl)phenyl)picolinamide N[C@H]1CN(CCC1(F)F)CC1=CC(=NC=C1)C(=O)NC1=CC=C(C=C1)C1=CC2=C(N=CN=C2N2CCC(CC2)(F)F)N1